CC1(CC=C(CC1)C1=NC(=CC=C1NC(OC(C)(C)C)=O)N1CC(N(C(C1)(C)C)CC)(C)C)C tert-butyl N-[2-(4,4-dimethylcyclohexen-1-yl)-6-(4-ethyl-3,3,5,5-tetramethyl-piperazin-1-yl)-3-pyridyl]carbamate